N2-isopropyl-N4-(3-(methylsulfonyl)phenyl)-6-(6-(trifluoromethyl)pyridin-2-yl)-1,3,5-triazine-2,4-diamine C(C)(C)NC1=NC(=NC(=N1)NC1=CC(=CC=C1)S(=O)(=O)C)C1=NC(=CC=C1)C(F)(F)F